[C-]1(C=CC=C1)COC1=CC(=CC=C1O)\C=C\C(=O)CC(=O)\C=C\C1=CC=C(O)C(OC)=C1.[CH-]1C=CC=C1.[Fe+2] ferrocenyl-curcumin